((S)-1-(((S)-1-hydroxy-3-((S)-2-oxopyrrolidin-3-yl)propan-2-yl)amino)-1-oxo-3-phenylpropan-2-yl)carbamic acid OC[C@H](C[C@H]1C(NCC1)=O)NC([C@H](CC1=CC=CC=C1)NC(O)=O)=O